isoxazolo[4,5-b]pyrazine O1N=CC2=NC=CN=C21